C(CCCCC)OC1=NSN=C1C=1CN(CCC1)C([2H])([2H])[2H] 3-(hexyloxy)-4-(1-(methyl-d3)-1,2,5,6-tetrahydropyridin-3-yl)-1,2,5-thiadiazole